3-(3-(furan-2-yl)phenyl)-2,5-dimethyl-5,6-dihydro-2H-2,6-methanobenzo[g][1,3,5]oxadiazocine-4(3H)-one O1C(=CC=C1)C=1C=C(C=CC1)N1C2(OC3=C(C(N(C1=O)C)C2)C=CC=C3)C